(4-(4,4,5,5-tetramethyl-1,3,2-dioxaborolan-2-yl)phenyl)methylamine CC1(OB(OC1(C)C)C1=CC=C(C=C1)CN)C